2-(3,5-di-tert-octyl-2-hydroxyphenyl)-2H-benzotriazole C(C)(C)(CC(C)(C)C)C=1C(=C(C=C(C1)C(C)(C)CC(C)(C)C)N1N=C2C(=N1)C=CC=C2)O